ClC=1N=CC2=C(N1)N(C=C2)C2CC(CCCC2)O 3-(2-chloro-7H-pyrrolo[2,3-d]pyrimidin-7-yl)cycloheptan-1-ol